ClC1=C(C(=O)NCC(N2CCC(CC2)OC2=NC=NC=C2)C2=C(N=CS2)C(F)F)C(=CC=C1)F 2-Chloro-N-{2-[4-(difluoromethyl)-1,3-thiazol-5-yl]-2-[4-(pyrimidin-4-yloxy)piperidin-1-yl]ethyl}-6-fluorobenzamid